C(C)(C)(C)OC(NC1=C(C=CC(=C1)OC1=C(C(=NC=C1)N)[N+](=O)[O-])F)=O N-[5-[(2-amino-3-nitro-4-pyridyl)oxy]-2-fluoro-phenyl]carbamic acid tert-butyl ester